5-((R)-2-(2,5-difluorophenyl)pyrrolidin-1-yl)-N-((2S,3S)-1,3-dihydroxybutan-2-yl)pyrazolo[1,5-a]pyrimidine-3-carboxamide FC1=C(C=C(C=C1)F)[C@@H]1N(CCC1)C1=NC=2N(C=C1)N=CC2C(=O)N[C@@H](CO)[C@H](C)O